FCC(CO)O 3-fluoropropane-1,2-diol